FCCNC 2-fluoro-N-methylethan-1-amine